COC(=O)N1C[C@@H](OCC1)CC1=C(N=C2N1C=CC(=C2)C)C2=C(C=C(C=C2F)C=2NC=CN2)F (S)-2-((2-(2,6-difluoro-4-(1H-imidazol-2-yl)phenyl)-7-methylimidazo[1,2-a]pyridin-3-yl)methyl)morpholine-4-carboxylic acid methyl ester